BrC=1C=C(C=NC1Cl)C(=O)N[C@@H](CO)C 5-bromo-6-chloro-N-[(2R)-1-hydroxypropan-2-yl]-pyridine-3-carboxamide